C(C)C1(C=CC=C1)[Hf](N(C)C)(N(C)C)N(C)C (ethylcyclopentadienyl)tris(dimethylamino)hafnium